5-fluoro-6-(hydroxymethyl)-3-(trifluoromethyl)-1H-quinoxalin-2-one FC1=C2N=C(C(NC2=CC=C1CO)=O)C(F)(F)F